ethyl 3-(2-(naphthalen-1-yl) ethyl)-1H-pyrazole-5-carboxylate C1(=CC=CC2=CC=CC=C12)CCC1=NNC(=C1)C(=O)OCC